BrC=1C=C(C=O)C=C(C1OS(=O)(=O)CCC)OC 3-bromo-5-methoxy-4-(propanesulfonyloxy)benzaldehyde